1-[3-amino-4-[(4,4-difluorocyclohexyl)(2-methylpropyl)amino]phenyl]cyclopentane-1-carbonitrile NC=1C=C(C=CC1N(CC(C)C)C1CCC(CC1)(F)F)C1(CCCC1)C#N